acryloylamino-2,2,6,6-Tetramethylpiperidine C(C=C)(=O)NN1C(CCCC1(C)C)(C)C